[1-[(1R)-1-[(1R,2R)-2-[[(4S)-6-chloro-2,2-dimethyl-chroman-4-yl]carbamoyl]cyclopropyl]-3-methoxy-propyl]-4,4-dimethyl-6-oxo-hexahydropyrimidin-2-ylidene]ammonium ClC=1C=C2[C@H](CC(OC2=CC1)(C)C)NC(=O)[C@H]1[C@@H](C1)[C@@H](CCOC)N1C(NC(CC1=O)(C)C)=[NH2+]